FC(C=1C=C(C=CC1[N+](=O)[O-])P(C)(C)=O)F (3-(difluoromethyl)-4-nitrophenyl)dimethylphosphine oxide